[N+](=O)([O-])C1=CC(=CN1CC1CCOCC1)S(=O)(=O)NC(C1=CC=CC=C1)=O N-((5-nitro-1-((tetrahydro-2H-pyran-4-yl)methyl)-1H-pyrrol-3-yl)sulfonyl)benzamide